CNS(NC1=CC(=C(C=C1)OC1COCCC1)C=1C2=C(C(N(C1)C)=O)NC=C2)(=O)=O N-methyl-N'-[3-(6-methyl-7-oxo-6,7-dihydro-1H-pyrrolo[2,3-c]pyridin-4-yl)-4-(tetrahydro-2H-pyran-3-yloxy)phenyl]sulfuric diamide